8,8-bis(((tert-butyldimethylsilyl)oxy)methyl)-3-((3-fluoro-4-((2-(trifluoromethyl)pyridin-4-yl)oxy)benzyl)oxy)-6,7,8,9,9a,10-hexahydro-1H-pyrido[1',2':3,4]imidazo[1,2-c]pyrimidin-1-one [Si](C)(C)(C(C)(C)C)OCC1(CC2N(C=3N(C(N=C(C3)OCC3=CC(=C(C=C3)OC3=CC(=NC=C3)C(F)(F)F)F)=O)C2)CC1)CO[Si](C)(C)C(C)(C)C